7-Cyclopropyl-1-(pyrazin-2-yl)quinazoline-2,4(1H,3H)-dione C1(CC1)C1=CC=C2C(NC(N(C2=C1)C1=NC=CN=C1)=O)=O